(S)-3-((dimethylamino)methyl)piperidine-1-carboxylic acid tert-butyl ester C(C)(C)(C)OC(=O)N1C[C@@H](CCC1)CN(C)C